C1(CC1)C(=O)NC1=CC(=C(N=N1)C(=O)NC([2H])([2H])[2H])NC1=CC=CC=2C3=C(CN(C12)C)N(C(=N3)C)C(F)F 6-(cyclopropanecarboxamido)-4-((3-(difluoromethyl)-2,5-dimethyl-4,5-dihydro-3H-imidazo[4,5-c]quinolin-6-yl)amino)-N-(methyl-d3)pyridazine-3-carboxamide